ClC1=CC(=C(C=C1)/C=C/C(=O)N[C@H](C(=O)NC(C[C@H]1C(NCC1)=O)C(C(=O)NC1CC1)=O)CC(C)(C)C)C#N (2S)-2-((E)-3-(4-chloro-2-cyanophenyl)acrylamido)-N-(4-(cyclopropylamino)-3,4-dioxo-1-((S)-2-oxopyrrolidin-3-yl)butan-2-yl)-4,4-dimethylpentanamide